C(=O)(O)CC1=CC(=C(C(=O)NC2=C(C(=O)O)C=CC=C2)C=C1O)O 2-(4-(Carboxymethyl)-2,5-dihydroxybenzamido)benzoic acid